((dimethylamino)methyl)-N-(3-methoxybenzyl)-N-(3-(pyrrolidin-1-yl)benzyl)aniline CN(C)CC1=C(N(CC2=CC(=CC=C2)N2CCCC2)CC2=CC(=CC=C2)OC)C=CC=C1